C1(CC1)[C@H](C(C)(C)O)N1CC2=CC=CC(=C2C1=O)NC(=O)C=1C2=C(N=CC1)OCC2 (R)-N-(2-(1-cyclopropyl-2-hydroxy-2-methylpropyl)-3-oxoisoindolin-4-yl)-2,3-dihydrofuro[2,3-b]pyridine-4-carboxamide